OCCCCCCCCCCC=1C(C(=C(C(C1C)=O)OC)OC)=O 2-(10-hydroxydecyl)-5,6-dimethoxy-3-methyl-cyclohexa-2,5-dien-1,4-dione